1-cyclopentyl-1H-1,2,3-triazol C1(CCCC1)N1N=NC=C1